7-(1-(2,2-difluoroethyl)cyclobutyl)-5-fluoro-2-(((3S,4R)-3-hydroxytetrahydro-2H-pyran-4-yl)amino)pyrrolo[2,1-f][1,2,4]triazine-6-carbonitrile FC(CC1(CCC1)C1=C(C(=C2C=NC(=NN21)N[C@H]2[C@@H](COCC2)O)F)C#N)F